(S)-1-(((3-chloro-1H-pyrrolo[2,3-b]pyridin-5-yl)methyl)amino)-1-oxopropan-2-carboxamide dihydrochloride Cl.Cl.ClC1=CNC2=NC=C(C=C21)CNC([C@@H](C)C(=O)N)=O